10-(naphthalen-1-yl)benzo[G]quinoline C1(=CC=CC2=CC=CC=C12)C=1C2=C(C=C3C=CC=NC13)C=CC=C2